NC=1SC2=C(N1)C1=CC=C(C=C1C=C2)C#N 2-aminonaphtho[1,2-d]thiazole-7-carbonitrile